3-(pyridazin-3-yl)propanoic acid methyl ester COC(CCC=1N=NC=CC1)=O